1-(2-chloro-7-methylthieno[3,2-d]pyrimidin-4-yl)piperidin-4-amine hydrochloride Cl.ClC=1N=C(C2=C(N1)C(=CS2)C)N2CCC(CC2)N